1'-Benzyl-3',3'-difluoro-4-(piperazin-1-yl)-1,4'-bipiperidine C(C1=CC=CC=C1)N1CC(C(CC1)N1CCC(CC1)N1CCNCC1)(F)F